(1R,3S,5R)-2-(2-(3-acetyl-5-(2-methylpyrimidin-5-yl)-1H-indazol-1-yl)acetyl)-N-(6-bromo-4-(trifluoromethyl)pyridin-2-yl)-5-methyl-2-azabicyclo[3.1.0]hexane-3-carboxamide C(C)(=O)C1=NN(C2=CC=C(C=C12)C=1C=NC(=NC1)C)CC(=O)N1[C@@H]2C[C@@]2(C[C@H]1C(=O)NC1=NC(=CC(=C1)C(F)(F)F)Br)C